(3R)-3-amino-5-[(4-chlorophenyl)methyl]-8-fluoro-7-[5-(4-methyl-1-methylsulfonyl-4-piperidyl)-1,3,4-oxadiazol-2-yl]-1,1-dioxo-2,3-dihydro-1λ6,5-benzothiazepin-4-one N[C@H]1CS(C2=C(N(C1=O)CC1=CC=C(C=C1)Cl)C=C(C(=C2)F)C=2OC(=NN2)C2(CCN(CC2)S(=O)(=O)C)C)(=O)=O